2-methyl-3-{2-[(1s,4s)-4-{[rel-(1R,5S)-7-oxo-9-oxa-2,6-diazaspiro[4.5]decan-1-yl]methoxy}cyclohexyl]phenoxy}propanoic acid CC(C(=O)O)COC1=C(C=CC=C1)C1CCC(CC1)OC[C@@H]1NCC[C@]12NC(COC2)=O |o1:21,25|